CPC(O)O methyl-(dihydroxymethyl)phosphine